N1=NN=CC=C1.P(O)(O)(O)=O phosphoric acid triazine salt